(S)-N-(3-(1-((2-ethyl-2H-pyrazolo[3,4-b]pyrazin-6-yl)amino)ethyl)-4-fluorophenyl)-2-(5-methylpyridin-3-yl)acetamide 4-O-acetyl-N-acetylneuraminate C(C)(=O)O[C@H]1CC(C(O)=O)(O)O[C@H]([C@@H]1NC(C)=O)[C@H](O)[C@H](O)CO.C(C)N1N=C2N=C(C=NC2=C1)N[C@@H](C)C=1C=C(C=CC1F)NC(CC=1C=NC=C(C1)C)=O